6-(1H-imidazol-1-yl)-4-methyl-N-(pyridin-3-yl)picolinamide N1(C=NC=C1)C1=CC(=CC(=N1)C(=O)NC=1C=NC=CC1)C